BrC=1C=C2C(=C(C(N(C2=NC1)CCN1CCOCC1)=O)C(=O)NC1CCC(CC1)C)O 6-bromo-4-hydroxy-N-(4-methylcyclohexyl)-1-(2-morpholinoethyl)-2-oxo-1,8-naphthyridine-3-carboxamide